6-[5-[(1S)-1-[[6-chloro-8-(trifluoromethyl)quinazolin-4-yl]amino]ethyl]-1,2,4-triazol-1-yl]-N-cyclopropyl-pyrimidine-4-carboxamide ClC=1C=C2C(=NC=NC2=C(C1)C(F)(F)F)N[C@@H](C)C1=NC=NN1C1=CC(=NC=N1)C(=O)NC1CC1